C(C=C)(=O)O.CC(COCCOCCO)(C)O dimethyl-Triethylene glycol acrylate